4-[[3-Phenyl-4-(trifluoromethyl)phenyl]methyl]piperidine hydrochloride salt Cl.C1(=CC=CC=C1)C=1C=C(C=CC1C(F)(F)F)CC1CCNCC1